BrC=1C=C(C(=NC1)OCCN(C(OC(C)(C)C)=O)C)[N+](=O)[O-] tert-Butyl (2-((5-bromo-3-nitropyridin-2-yl)oxy)ethyl)(methyl)carbamate